tert-butyl N-[(3R)-5-[(4-chlorophenyl)methyl]-7-cyano-4-oxo-2,3-dihydro-1,5-benzothiazepin-3-yl]carbamate ClC1=CC=C(C=C1)CN1C([C@H](CSC2=C1C=C(C=C2)C#N)NC(OC(C)(C)C)=O)=O